2,2'-dilithiobiphenyl Tert-butyl-(5-fluoro-6-(((3-(5-fluoropyrimidin-2-yl)-4-methoxy-5-nitrobenzyl)oxy)methyl)pyridin-2-yl)carbamate C(C)(C)(C)N(C(O)=O)C1=NC(=C(C=C1)F)COCC1=CC(=C(C(=C1)[N+](=O)[O-])OC)C1=NC=C(C=N1)F.[Li]C1=C(C=CC=C1)C1=C(C=CC=C1)[Li]